NC1=C(C=CC(=C1)NCC1=CC=C(C=C1)C(F)(F)F)NC(C(C(CCCC)F)F)=O N-(2-amino-4-((4-(trifluoromethyl)benzyl)amino)phenyl)-2,3-difluoroheptanamide